C(CC)P(C1=CC(=C(C=C1)[N+](=O)[O-])OC)=O propyl-(3-methoxy-4-nitrophenyl)phosphine oxide